Methyl (S)-7-(sec-butoxy)-2-(1-methyl-2-oxabicyclo[2.1.1]hexan-4-yl)imidazo[1,2-a]pyridine-6-carboxylate [C@H](C)(CC)OC1=CC=2N(C=C1C(=O)OC)C=C(N2)C21COC(C2)(C1)C